6-(4-(2-Fluoro-5-((4-oxo-7-(prop-1-ynyl)-3,4-dihydrophthalazin-1-yl)methyl)benzoyl)piperazin-1-yl)pyrazine-2-carbonitrile FC1=C(C(=O)N2CCN(CC2)C2=CN=CC(=N2)C#N)C=C(C=C1)CC1=NNC(C2=CC=C(C=C12)C#CC)=O